[4-[2-chloro-6-[[(1R)-1-[2-(4,4-dimethyl-1-piperidyl)-3,6-dimethyl-4-oxo-chromen-8-yl]ethyl]amino]phenyl]-2-formyl-phenyl] trifluoromethanesulfonate FC(S(=O)(=O)OC1=C(C=C(C=C1)C1=C(C=CC=C1N[C@H](C)C=1C=C(C=C2C(C(=C(OC12)N1CCC(CC1)(C)C)C)=O)C)Cl)C=O)(F)F